8-[3-chloro-5-(trifluoromethyl)-2-pyridinyl]-1,4-dioxa-8-azaspiro[4.5]decane ClC=1C(=NC=C(C1)C(F)(F)F)N1CCC2(OCCO2)CC1